dimethyl 4-[5-benzyloxy-1-(trifluoromethyl)pentoxy]benzene-1,2-dicarboxylate C(C1=CC=CC=C1)OCCCCC(OC=1C=C(C(=CC1)C(=O)OC)C(=O)OC)C(F)(F)F